C(C)(C)(C)OC(=O)N[C@H](C(=O)OC)C[C@H]1C(NC[C@H]1C=C)=O methyl (S)-2-((tert-butoxycarbonyl)amino)-3-((3R,4S)-2-oxo-4-vinylpyrrolidin-3-yl)propanoate